3-((2-Hydroxy-3-(pyrrolidine-1-carbonyl)phenyl)amino)-4-(pentan-3-ylamino)cyclobut-3-ene-1,2-dione OC1=C(C=CC=C1C(=O)N1CCCC1)NC=1C(C(C1NC(CC)CC)=O)=O